3-fluoro-2,6-dimethoxy-5-nitropyridine FC=1C(=NC(=C(C1)[N+](=O)[O-])OC)OC